4-(((1-(1-cyclopropylpiperidin-4-yl)-1H-pyrazol-4-yl)methyl)amino)-2-(2,6-dioxopiperidin-3-yl)isoindoline-1,3-dione C1(CC1)N1CCC(CC1)N1N=CC(=C1)CNC1=C2C(N(C(C2=CC=C1)=O)C1C(NC(CC1)=O)=O)=O